1'-oxo-2',3'-dihydro-1'H-spiro[cyclopropan-1,4'-isoquinoline]-5'-formamide O=C1NCC2(C=3C(=CC=CC13)C(=O)N)CC2